1-(3-fluorophenyl)-N-[(1s,4s)-4-{[6-chloro-2-(trifluoromethyl)quinolin-4-yl]amino}cyclohexyl]-5-(trifluoromethyl)-1H-pyrazole-4-carboxamide FC=1C=C(C=CC1)N1N=CC(=C1C(F)(F)F)C(=O)NC1CCC(CC1)NC1=CC(=NC2=CC=C(C=C12)Cl)C(F)(F)F